CC1=C(N=C(O1)C1=CC=C(C=C1)C(F)(F)F)CC1=CC=C(NC2=CC=C(C=C2)OC(F)(F)F)C=C1 4-((5-methyl-2-(4-(trifluoromethyl)phenyl)oxazol-4-yl)methyl)-N-(4-(trifluoromethoxy)phenyl)aniline